FC1=CNC2=C(C=CC=C12)C1=NNC(=C1)NC(C1=CC=C(C=C1)NC1CCN(CC1)C)=O N-(3-(3-fluoro-1H-indol-7-yl)-1H-pyrazol-5-yl)-4-((1-methylpiperidin-4-yl)amino)benzamide